N1=CC=CC2=CC(=CC=C12)C1=CNC2=NC=C(C=C21)C(=O)N 3-(quinoline-6-yl)-1H-pyrrolo[2,3-b]pyridine-5-carboxamide